FCCOC1=C(CN2CCN3C2=NC(C2=C3CCN(C2)CC2=CC=C(C=C2)C(F)(F)F)=O)C=CC=C1 3-(2-(2-Fluoroethoxy)benzyl)-7-(4-(trifluoromethyl)benzyl)-2,3,6,7,8,9-hexahydroimidazo[1,2-a]pyrido[3,4-e]pyrimidin-5(1H)-one